1,1-bis(4-methoxyphenyl)-1-phenyl-2,5,8,11,14,17-hexaoxanonadecan-19-yl (2-cyanoethyl) diisopropylphosphoramidite C(C)(C)N(P(OCCOCCOCCOCCOCCOCCOC(C1=CC=CC=C1)(C1=CC=C(C=C1)OC)C1=CC=C(C=C1)OC)OCCC#N)C(C)C